FC1=CC=C(C=C1)N1N=CC(=C1)\C=C/1\C(NC(S1)=S)=O (5Z)-5-[[1-(4-fluorophenyl)pyrazol-4-yl]methylene]-2-thioxo-thiazolidin-4-one